FC=1C=C2C=NN(C2=CC1C=1C=2C(=NN(C2C=CC1)CC(=O)NCC(=O)NCC(=O)O)C1CCN(CC1)C(CCC(C)=O)=O)C (2-(5'-fluoro-1'-methyl-3-(1-(4-oxopentanoyl)piperidin-4-yl)-1H,1'H-[4,6'-biindazol]-1-yl)acetyl)glycylglycine